C(C)(=O)N1CC(C2=C(C=CC=C12)SC1=CN=C(C(N1)=O)N1CCC(CC1)(C)CN)(F)F 6-((1-acetyl-3,3-difluoroindolin-4-yl)thio)-3-(4-(aminomethyl)-4-methylpiperidin-1-yl)pyrazin-2(1H)-one